(1E)-1-(3-Bromo-2-(ethoxycarbonyl)-1H-indol-7-yl)ethylene BrC1=C(NC2=C(C=CC=C12)C=C)C(=O)OCC